(Z)-5-((5-(4-(t-butyl)phenyl)pyridin-3-yl)methylene)thiazolidin-2,4-dione C(C)(C)(C)C1=CC=C(C=C1)C=1C=C(C=NC1)\C=C/1\C(NC(S1)=O)=O